tri-n-propyl-monomethyl-ammonium hydrogen carbonate C(O)([O-])=O.C(CC)[N+](C)(CCC)CCC